NC1=NC=CC=2N1C(=NC2C2CN(CCC2)CC#CC)C2=CC=C(C(=O)NC1=NC=CC(=C1)C#N)C=C2 4-(5-amino-1-(1-(but-2-ynyl)piperidin-3-yl)imidazo[1,5-c]pyrimidin-3-yl)-N-(4-cyanopyridin-2-yl)benzamide